CC1=NC=CC(=C1)NC=1C=C2C(=NC1)NC(=N2)C2=CC=C(C=C2)NC2=CC=NC1=CC=C(C=C21)N2CCOCC2 N-(4-(6-(2-methylpyridin-4-ylamino)-3H-imidazo[4,5-b]pyridin-2-yl)phenyl)-6-morpholinylquinolin-4-amine